NCC1=NNC(C2=C(C=C(C=C12)C=1C=NN(C1C1=C(C2=C(S1)C=CC=C2)C#N)C)OCC)=O 2-(4-(4-(aminomethyl)-8-ethoxy-1-oxo-1,2-dihydrophthalazin-6-yl)-1-methyl-1H-pyrazol-5-yl)benzo[b]thiophene-3-carbonitrile